3-(4-Ethylphenyl)-N-methylcyclobutan-1-amine, Trifluoroacetate Salt FC(C(=O)O)(F)F.C(C)C1=CC=C(C=C1)C1CC(C1)NC